{6-[(3S,4S)-4-amino-3-methyl-2-oxa-8-azaspiro[4.5]decan-8-yl]-3-(5-chloro-3-methoxyquinoxalin-6-yl)-1H-pyrazolo[3,4-b]pyrazin-5-yl}methanol N[C@@H]1[C@@H](OCC12CCN(CC2)C2=C(N=C1C(=N2)NN=C1C=1C(=C2N=C(C=NC2=CC1)OC)Cl)CO)C